(3-fluoro-3',4'-dimethyl-biphenyl-4-yl)-5-(4-methyl-thiazol-2-ylmethyl)-5H-imidazo[4,5-c]pyridine FC=1C=C(C=CC1C=1N=C2C(=CN(C=C2)CC=2SC=C(N2)C)N1)C1=CC(=C(C=C1)C)C